2-(2,4,5-trifluorobenzyl)-5-bromobenzaldehyde FC1=C(CC2=C(C=O)C=C(C=C2)Br)C=C(C(=C1)F)F